(2S,3R,4S,5R,6R)-N-((6-((bis(pyridin-2-ylmethyl)amino)methyl)pyridin-3-yl)methyl)-3,4,5,6-tetrahydroxytetrahydro-2H-pyran-2-carboxamide N1=C(C=CC=C1)CN(CC1=NC=CC=C1)CC1=CC=C(C=N1)CNC(=O)[C@H]1O[C@H]([C@@H]([C@H]([C@H]1O)O)O)O